OC(C)(C)C=1C=C(C=C(C1)C(F)(F)F)C(C)NS(=O)(=O)C(C)(C)C N-{1-[3-(2-hydroxypropan-2-yl)-5-(trifluoromethyl)phenyl]ethyl}-2-methylpropane-2-sulfonamide